ClC1=CC(=C(N=N1)O)C 6-chloro-4-methylpyridazin-3-ol